6-(3-bromo-7,8-dihydro-5H-1,6-naphthyridin-6-yl)-4,5-dimethyl-N-(4-pyridylmethyl)pyridazine-3-carboxamide BrC=1C=NC=2CCN(CC2C1)C1=C(C(=C(N=N1)C(=O)NCC1=CC=NC=C1)C)C